C1(=CC=CC=C1)P(=O)(C1=CC=CC=C1)C1OC2=CC=C(C=C2C(C1)=O)O 2-(diphenylphosphoryl)-6-hydroxychroman-4-one